tert-butyl {[(1r,4r)-4-{6-[1-(2,2-difluoroethyl)-1H-pyrazol-4-yl]-2H-indazol-2-yl}cyclohexyl]methyl}carbamate FC(CN1N=CC(=C1)C=1C=CC2=CN(N=C2C1)C1CCC(CC1)CNC(OC(C)(C)C)=O)F